4-chloro-2,6-dimethylnicotinic acid ClC1=CC(=NC(=C1C(=O)O)C)C